N[C@H](C(=O)NC)[C@H](C)OCC1=CC=CC=C1 (2S,3S)-2-amino-3-(benzyloxy)-N-methylbutanamide